2-iodo-N-(2,5-dichloro-4-(trifluoromethyl)phenyl)acetamide ICC(=O)NC1=C(C=C(C(=C1)Cl)C(F)(F)F)Cl